ethyl N-cyclopropyl-P-(4-(5-(trifluoromethyl)-1,2,4-oxadiazol-3-yl)phenyl)phosphonamidate C1(CC1)NP(OCC)(=O)C1=CC=C(C=C1)C1=NOC(=N1)C(F)(F)F